NC1=CC=C(C=C1)C=1N=C(N(N1)C1=CC=C(C=C1)OC(F)(F)F)NCCOCC 5-(4-aminophenyl)-N-(2-ethoxyethyl)-2-[4-(trifluoromethoxy)phenyl]-1,2,4-triazol-3-amine